5-chloro-5-nitrobenzoate ClC1(CC=CC(C(=O)[O-])=C1)[N+](=O)[O-]